copper-gold sulfide [Au]=S.[Cu]